O1COC2=C1C=CC=C2CNCC2=CC(=CC=C2)C2=NC=CC=C2 N-(1,3-benzodioxol-4-ylmethyl)-1-[3-(2-pyridinyl)phenyl]methanamine